ClC1=C(C=CC(=C1)F)C1N=C(NC(=C1C(=O)OC)[C@@H]1CC[C@H](CC1)N(S(=O)(=O)C)CC#N)C=1SC=CN1 (trans)-Methyl 4-(2-chloro-4-fluorophenyl)-6-(4-(N-(cyanomethyl)methylsulfonamido)cyclohexyl)-2-(thiazol-2-yl)-1,4-dihydropyrimidine-5-carboxylate